COC(=O)C1C(CC(C1)C=C)C=C 2,4-divinylcyclopentanecarboxylic acid methyl ester